2-Hydroxy-1,3-dimethoxy-8,9-methylenedioxycoumestan OC1=C(C=2C=3OC4=CC5=C(C=C4C3COC2C=C1OC)OCO5)OC